NCC=1C=C(OC1)S(=O)(NC(NC1=C2CCCC2=CC=2CCCC12)=O)=N 4-(aminomethyl)-N-((1,2,3,5,6,7-hexahydro-s-indacen-4-yl)carbamoyl)furan-2-sulfonimidamide